(2S,4r)-1-[(2S)-2-(4-cyclopropyl-triazol-1-yl)-3,3-dimethyl-butyryl]-N-[2-[5-[(4-fluorophenoxy)methyl]-1,2,4-oxadiazol-3-yl]ethyl]-4-hydroxy-pyrrolidine-2-carboxamide C1(CC1)C=1N=NN(C1)[C@H](C(=O)N1[C@@H](C[C@H](C1)O)C(=O)NCCC1=NOC(=N1)COC1=CC=C(C=C1)F)C(C)(C)C